3-amino-4-iodo-6-chloropyridine NC=1C=NC(=CC1I)Cl